S(C1=CC=C(C=C1)SC(C(C)S)SC1=CC=CC=C1)C1=CC=C(C=C1)SC(C(C)S)SC1=CC=CC=C1 3'-((thiobis(4,1-phenylene))bis(sulfanediyl))bis(1-(phenylthio)propane-2-thiol)